propyl (S)-2-(2-(dimethylamino)-3-(3-(5-methyl-1,2,4-oxadiazol-3-yl)benzamido)propanamido)-4-methylthiazole-5-carboxylate formate C(=O)O.CN([C@H](C(=O)NC=1SC(=C(N1)C)C(=O)OCCC)CNC(C1=CC(=CC=C1)C1=NOC(=N1)C)=O)C